5-(4-((1-(4-((S)-2-(3-chloro-4-cyanophenyl)-3-methyl-2,8-diazaspiro[4.5]decane-8-yl)benzoyl)piperidin-4-yl)methyl)piperazin-1-yl)-N-(2,6-dioxopiperidin-3-yl)pyridinecarboxamide ClC=1C=C(C=CC1C#N)N1CC2(C[C@@H]1C)CCN(CC2)C2=CC=C(C(=O)N1CCC(CC1)CN1CCN(CC1)C=1C=CC(=NC1)C(=O)NC1C(NC(CC1)=O)=O)C=C2